C1(=CC=C(C=C1)S(=O)(=O)OC1=CC=C(C=C1)NC(=O)NC(NC1=CC=CC=C1)=O)C 4-[(phenylcarbamoyl) ureido]phenyl 4-tolylsulfonate